NC(=O)C1=CC=CC2=CN(N=C12)C1=CC=C(C=C1)NC(CN1CCOCC1)=O 4-[2-({4-[7-(aminocarbonyl)-2H-indazole-2-yl]phenyl}amino)-2-oxoethyl]morpholine